tert-Butyl 4-hydroxy-1,3-dihydro-2H-isoindole-2-carboxylate OC1=C2CN(CC2=CC=C1)C(=O)OC(C)(C)C